Cl.ClCC=1N2C(SC1)=NC(C2)(C)C 3-(chloromethyl)-6,6-dimethyl-5,6-dihydroimidazo[2,1-b]Thiazole hydrochloride